4-oxo-2-buten O=CC=CC